C[Si](C)(C)C#CC1=CC=C(N)C=C1 4-(trimethylsilyl)ethynylaniline